p-Nitrobenzenediazonium [N+](=O)([O-])C1=CC=C(C=C1)[N+]#N